BrC1=C(C(=O)O)C(=CC(=C1)O)C#N 2-bromo-6-cyano-4-hydroxybenzoic acid